C(C)(C)(C)OC(=O)N(CCCN1C(C(=CC2=C1N=C(N=C2)NC2=CC(=CC=C2)C(=O)OC)N2CCN(C1=C(C=CC=C21)C)C(=O)OCC2=CC=CC=C2)=O)C benzyl 4-[8-[3-[tert-butoxycarbonyl(methyl)amino]propyl]-2-(3-methoxycarbonylanilino)-7-oxo-pyrido[2,3-d]pyrimidin-6-yl]-8-methyl-2,3-dihydroquinoxaline-1-carboxylate